9-bromo-7,12-dihydro-indolo[3,2-d][1]benzazepin-6(5H)-thione BrC=1C=C2C(=CC1)NC1=C2CC(NC2=C1C=CC=C2)=S